C1(=CC=CC=C1)NC(=O)OC=1C=C(C=CC1)NC(OCC)=O ethyl 3-phenylcarbamoyloxyphenylcarbamate